N1(CCC1)CC1(CC1)CO 1-(1-azetidinylmethyl)cyclopropane-1-methanol